N2-(6-(4-methylpiperazin-1-yl)pyridin-3-yl)-N4-(3-isopropylbenzo[d]oxazol-2(3H)-on-5-yl)-5-methylpyrimidine-2,4-diamine CN1CCN(CC1)C1=CC=C(C=N1)NC1=NC=C(C(=N1)NC=1C=CC2=C(N(C(O2)=O)C(C)C)C1)C